((3S,4R)-3-methyltetrahydro-2H-pyran-4-yl)-7H-pyrrolo[2,3-d]pyrimidine-6-carbonitrile C[C@@H]1COCC[C@H]1C=1N=CC2=C(N1)NC(=C2)C#N